CN1CCC(CC1)C(=O)C1CCN(CC1)C (1-methylpiperidin-4-yl)ketone